6-[(3-ethoxy-2-pyridyl)oxy]-N-[(3S)-tetrahydrofuran-3-yl]-[1,2,4]triazolo[1,5-a]pyridine-2-carboxamide C(C)OC=1C(=NC=CC1)OC=1C=CC=2N(C1)N=C(N2)C(=O)N[C@@H]2COCC2